C1(=CC=CC=C1)CCC(=O)N[C@@H](C)C(=O)N1[C@@H](CCC1)C(=O)N (2S)-1-((3-phenylpropionyl)alanyl)pyrrolidine-2-carboxamide